Phenyl (5-(2-fluoro-5-((4-oxo-3,4-dihydrophthalazin-1-yl)methyl)phenyl)-1H-benzoimidazol-2-yl)carbamate FC1=C(C=C(C=C1)CC1=NNC(C2=CC=CC=C12)=O)C1=CC2=C(NC(=N2)NC(OC2=CC=CC=C2)=O)C=C1